FC(C=1C(=CC=2C(N1)=NN(C2)C)N2N=C(C(=C2C)C(C)C)I)F 1-[6-(difluoromethyl)-2-methyl-2H-pyrazolo[3,4-b]pyridin-5-yl]-3-iodo-5-methyl-4-(propan-2-yl)-1H-pyrazole